9,9-bis(3-methyl-4-(2-glycidoxyethoxy)phenyl)fluorene Methyl-(2R,5Z)-5-(2-ethoxy-1-nitro-2-oxo-ethylidene)pyrrolidine-2-carboxylate COC(=O)[C@@H]1N\C(\CC1)=C(\C(=O)OCC)/[N+](=O)[O-].CC=1C=C(C=CC1OCCOCC1CO1)C1(C2=CC=CC=C2C=2C=CC=CC12)C1=CC(=C(C=C1)OCCOCC1CO1)C